C(C)(C)(C)OC(=O)NCCCCCOS(=O)(=O)C1=CC=C(C=C1)C ((tert-butoxycarbonyl)amino)pentyl-4-methylbenzenesulfonate